(6R,14S)-14-amino-2,8-diazatricyclo[13.3.1.02,6]nonadeca-1(19),15,17-triene-3,7-dione N[C@H]1CCCCCNC([C@H]2CCC(N2C=2C=CC=C1C2)=O)=O